ClC=1C=C2C(=NN1)N(N=C2O)C 5-chloro-1-methyl-pyrazolo[3,4-c]pyridazin-3-ol